C(C(C)(C)C)[Al](CC(C)(C)C)CC(C)(C)C tri(neopentyl)aluminum